CB(OC)C dimethyl-(methoxy)borane